O=C1NC(CCC1N1C(C2=CC=C(C=C2C1=O)N1CCC(CC1)(F)CN1CCC(CC1)CN1[C@H](CN(CC1)C(=O)OCC1=CC=CC=C1)C)=O)=O benzyl (3S)-4-[[1-[[1-[2-(2,6-dioxo-3-piperidyl)-1,3-dioxo-isoindolin-5-yl]-4-fluoro-4-piperidyl]methyl]-4-piperidyl]methyl]-3-methyl-piperazine-1-carboxylate